6-Acetylfulvene C(C)(=O)C=C1C=CC=C1